tert-butyl 4-(4-amino-3-methyl-pyrazol-1-yl)piperidine-1-carboxylate NC=1C(=NN(C1)C1CCN(CC1)C(=O)OC(C)(C)C)C